C1(=C(C=CC=C1)C=1C(=NC=C(C1)C(F)(F)F)N)C (o-tolyl)-5-(trifluoromethyl)pyridin-2-amine